ClC1=C(C=NC2=C(C=C(C=C12)Cl)Cl)S(=O)(=O)N1CCSCC1 4-[(4,6,8-trichloro-3-quinolyl)sulfonyl]thiomorpholine